O1CC(=CC1)N1CCOCC1 4-(2,5-dihydrofuran-3-yl)morpholine